CC1=NC2=CC=CC=C2C(=C1)CNC1CCOCC1 N-((2-methylquinolin-4-yl)methyl)tetrahydro-2H-pyran-4-amine